5-(1-(2,2-difluoroethyl)-1H-benzo[d][1,2,3]triazol-6-yl)-6-fluoro-N-((3S,4R)-3-fluoro-1-(oxetan-3-yl)piperidin-4-yl)-4-(methoxy-d3)pyrrolo[2,1-f][1,2,4]triazin-2-amine FC(CN1N=NC2=C1C=C(C=C2)C=2C(=CN1N=C(N=C(C12)OC([2H])([2H])[2H])N[C@H]1[C@H](CN(CC1)C1COC1)F)F)F